2-methoxycyclohexyl-1-yl-methylamine COC1C(CCCC1)=NC